CS(=O)(=O)NC=1C=C(C(=O)N[C@H]2C[C@H](CCC2)NC2=CC(=NC3=CC=C(C=C23)C)C(F)(F)F)C=CC1 3-methanesulfonamido-N-[(1R,3S)-3-{[6-methyl-2-(trifluoromethyl)quinolin-4-yl]amino}cyclohexyl]benzamide